C(C)NC(C1=C(C(C(=O)NC2=NN=NN2CC)=C(C=C1C(F)(F)F)F)C)=O N1-ethyl-N3-(1-ethyl-1H-tetrazol-5-yl)-4-fluoro-2-methyl-6-(trifluoromethyl)isophthalamide